C(C)(C)(C)C1=C2C(=C(C(N(C2=NC(=C1F)C1=C2C=NNC2=CC=C1C)C=1C(=NC=CC1C)C(C)C)=O)[N+](=O)[O-])Cl tert-butyl-4-chloro-6-fluoro-7-(5-methyl-1H-indazol-4-yl)-1-(2-isopropyl-4-methylpyridin-3-yl)-3-nitro-1,8-naphthyridin-2(1H)-one